ClC1=CC2=C(N=C(N=C2)NC2=C(C=C(C=C2)N2C(CN(CC2)C2CCC(CC2)CO)=O)C)N(C1=O)C1CCCC1 6-chloro-8-cyclopentyl-2-[4-[4-[4-(hydroxymethyl)cyclohexyl]-2-oxo-piperazin-1-yl]-2-methyl-anilino]pyrido[2,3-d]pyrimidin-7-one